N1(CCNCCC1)CC1CCN(CC1)C=1C=CC=C2C(=NN(C12)C)C1C(NC(CC1)=O)=O 3-(7-(4-((1,4-diazepan-1-yl)methyl)piperidin-1-yl)-1-methyl-1H-indazol-3-yl)piperidine-2,6-dione